9-(4,6-Diphenyl-1,3,5-triazin-2-yl)-5-(9-phenylcarbazol-3-yl)-2H-pyrido[3,4-b]indol-1-on C1(=CC=CC=C1)C1=NC(=NC(=N1)C1=CC=CC=C1)N1C2=C(C3=C(C=CC=C13)C=1C=CC=3N(C4=CC=CC=C4C3C1)C1=CC=CC=C1)C=CNC2=O